1-(4-(5-(7,8-dimethyl-[1,2,4]triazolo[1,5-a]pyridin-6-yl)-6-isopropyl-4H-pyrrolo[3,2-d]thiazol-2-yl)cyclohexyl)-3-(trifluoromethyl)azetidin-3-ol CC1=C(C=2N(C=C1C1=C(C=3N=C(SC3N1)C1CCC(CC1)N1CC(C1)(O)C(F)(F)F)C(C)C)N=CN2)C